ClC1=NC=C(C(=N1)NC=1C=C(COCC2=CC(=CC(=N2)NC(OC(C)(C)C)=O)F)C=C(C1OC)C1=NN(C=N1)C)C(NC([2H])([2H])[2H])=O Tert-butyl (6-(((3-((2-chloro-5-((methyl-d3)carbamoyl)pyrimidin-4-yl)amino)-4-methoxy-5-(1-methyl-1H-1,2,4-triazol-3-yl)benzyl)oxy)methyl)-4-fluoropyridin-2-yl)carbamate